BrC1=NC2=C(N1CC1CC1)C=CC=C2 2-bromo-1-(cyclopropylmethyl)-1H-benzo[d]imidazole